(R)-1-(4-(4-((1-(3-(difluoromethyl)-2-fluorophenyl)ethyl)amino)-2-methyl-8,9-dihydrofuro[2,3-h]quinazolin-6-yl)-4-hydroxypiperidin-1-yl)-2-methoxyethanone FC(C=1C(=C(C=CC1)[C@@H](C)NC1=NC(=NC2=C3C(=C(C=C12)C1(CCN(CC1)C(COC)=O)O)OCC3)C)F)F